(1-ethyl-1H-1,2,4-triazol-5-yl)methanone C(C)N1N=CN=C1C=O